2-(4-(2,2,2-trifluoroethyl)-1,4-diazacyclopent-1-yl)-4-trifluoromethylbenzamide FC(CN1CCN(C1)C1=C(C(=O)N)C=CC(=C1)C(F)(F)F)(F)F